ClC1=CC=C2C(=N1)OC(C2=O)(C)C 6-chloro-2,2-dimethylfuro[2,3-b]pyridin-3(2H)-one